5-butyl-N'-(2-methoxyisonicotinoyl)picolinohydrazide hydrogen chloride Cl.C(CCC)C=1C=CC(=NC1)C(=O)NNC(C1=CC(=NC=C1)OC)=O